cyclopentadienyl-tris(dimethylamino)-hafnium C1(C=CC=C1)[Hf](N(C)C)(N(C)C)N(C)C